cobalt-molybdenum-cerium [Ce].[Mo].[Co]